4-[5-[bis(2-chloroethyl)amino]-1-methyl-1H-benzo[d]imidazol-2-yl]butyric acid ClCCN(C1=CC2=C(N(C(=N2)CCCC(=O)O)C)C=C1)CCCl